N-(4-(3,5-difluorophenyl)piperidin-4-yl)-4-(trifluoromethoxy)benzenesulfonamide FC=1C=C(C=C(C1)F)C1(CCNCC1)NS(=O)(=O)C1=CC=C(C=C1)OC(F)(F)F